C1(CCC1)SC1=NC=CC=C1C1=CC=C(C=C1)CCCCC(=O)O 5-[4-(2-cyclobutylsulfanyl-3-pyridinyl)phenyl]pentanoic acid